BrC1=C(C=C(C(=C1)Cl)C)C1=NN(C=C1)C1OCCCC1 3-(2-bromo-4-chloro-5-methylphenyl)-1-(oxan-2-yl)pyrazole